FC=1C=C(C=C(C1)NCCO)NC(=O)NC1=C(C(=CC(=C1)Br)Br)CO 1-[3-fluoro-5-(2-hydroxyethylamino)phenyl]-3-(3,5-dibromo-2-hydroxymethylphenyl)urea